CC1=CSC=2N=C(N=C(C21)NC2(CC2)C)NC=2SC=C(N2)CN2CC(CCC2)C 5-methyl-N4-(1-methylcyclopropyl)-N2-(4-((3-methylpiperidin-1-yl)methyl)thiazol-2-yl)thieno[2,3-d]pyrimidine-2,4-diamine